ClC=1C=CC(=C(C1)C1=CC(N2[C@@H](C[C@@H](C2=C1)C)C(=O)OCC(=O)C=1C(=NC(=CC1)N)F)=O)N1N=NN=C1 2-(6-amino-2-fluoropyridin-3-yl)-2-oxoethyl (1S,3S)-7-(5-chloro-2-(1H-tetrazol-1-yl)phenyl)-1-methyl-5-oxo-1,2,3,5-tetrahydroindolizine-3-carboxylate